2,4-dimethyl-1H-imidazole-1-carboxylic acid tert-butyl ester C(C)(C)(C)OC(=O)N1C(=NC(=C1)C)C